tert-butyl 2-(1-(4-amino-2-chlorophenyl)-4-hydroxypiperidin-4-yl)acetate NC1=CC(=C(C=C1)N1CCC(CC1)(O)CC(=O)OC(C)(C)C)Cl